1,4-bis[bis(1-methylethyl)phosphinyl]-2,5-dimethoxylbenzene CC(C)P(=O)(C1=C(C=C(C(=C1)OC)P(=O)(C(C)C)C(C)C)OC)C(C)C